CC1=C(C=CC=C1C)N1CCN(CC1)C(CN1N=C(C2=C1CCC2)C(=O)N2C[C@@H](N(CC2)C)C)=O 1-[4-(2,3-Dimethylphenyl)piperazin-1-yl]-2-{3-[(3S)-3,4-dimethylpiperazin-1-carbonyl]-5,6-dihydrocyclopenta[c]pyrazol-1(4H)-yl}ethan-1-on